BrC1=CC2=C(C(CO2)NC)C=C1Cl 6-bromo-5-chloro-N-methyl-2,3-dihydrobenzofuran-3-amine